2-((2-bromo-5-fluorobenzo[d]thiazol-6-yl)oxy)-4,4-dimethylcyclopentanone BrC=1SC2=C(N1)C=C(C(=C2)OC2C(CC(C2)(C)C)=O)F